2-amino-6-bromo-4-(methylsulfonyl)phenol NC1=C(C(=CC(=C1)S(=O)(=O)C)Br)O